n-docosyl-methyl-ethyl-sulfonium C(CCCCCCCCCCCCCCCCCCCCC)[S+](CC)C